BrC=1C(=C(N)C=CC1)OC([2H])([2H])[2H] 3-Bromo-2-(methoxy-d3)aniline